Cl.ClC1=C(C=C(C=N1)OC1CC(C1)N)C(F)(F)F (1r,3r)-3-((6-chloro-5-(trifluoromethyl)pyridin-3-yl)oxy)cyclobutane-1-amine hydrochloride